((5-(4-methoxyphenyl)-1H-pyrazol-3-yl)methyl)thio-1H-indole COC1=CC=C(C=C1)C1=CC(=NN1)CSN1C=CC2=CC=CC=C12